ethyl (S)-13-hydroxy-12-(methoxymethyl)-4,4-dimethyl-9-oxo-3,4,9,14b-tetrahydro-1H-[1,4]oxazino[3,4-a]pyrido[1,2-c]phthalazine-8-carboxylate OC1=C(C=C2C=3N(N4[C@@H](C2=C1)COCC4(C)C)C=C(C(C3)=O)C(=O)OCC)COC